8-[(6Ar,10aR)-1-hydroxy-6,6,9-trimethyl-6a,7,10,10a-tetrahydrobenzo[c]chromen-3-yl]nonyl nitrate [N+](=O)(OCCCCCCCC(C)C1=CC(=C2[C@H]3[C@H](C(OC2=C1)(C)C)CC=C(C3)C)O)[O-]